N,N-diallyl-N-butoxymethyl-ammonium chloride [Cl-].C(C=C)[NH+](COCCCC)CC=C